Trans-naphthalen-2-yl(5-(2-(piperidin-4-ylmethylamino)cyclopropyl)indolin-1-yl)methanone C1=C(C=CC2=CC=CC=C12)C(=O)N1CCC2=CC(=CC=C12)[C@H]1[C@@H](C1)NCC1CCNCC1